Cl.NC(CCN1CCCCC1)C1=NC=CC(=C1)NS(=O)(=O)C1CC1 N-(2-(1-amino-3-(piperidin-1-yl)propyl)pyridin-4-yl)cyclopropanesulfonamide hydrochloride